FC1=CC(=CN1C)B(O)O 5-FLUORO-1-METHYL-PYRROL-3-YLBORONIC ACID